CC(C)(C)OC(=O)N(C)CCN Tert-butyl N-(2-aminoethyl)-N-methylcarbamate